C(CCCCCCCCCCCCCCCCC)(=O)OC[C@@H](OC(CCCCCCCCCCCCCCCCC)=O)COP(=O)([O-])OCC[N+](C)(C)C 1,2-Distearoyl-sn-glycero-3-Phosphocholin